C(C)N([C@@H](CC1=CC=CC=C1)C(=O)[O-])C1=NC(N(C=C1)[C@@H]1O[C@@H]([C@H]([C@H]1O)O)CO)=O Ethyl(1-((2R,3R,4S,5R)-3,4-dihydroxy-5-(hydroxymethyl)tetrahydrofuran-2-yl)-2-oxo-1,2-dihydropyrimidin-4-yl)-L-phenylalaninate